FC(CC(CNC(OC(C)(C)C)=O)C)C(=O)C1=CC=C(C=C1)F tert-butyl N-[4-Fluoro-5-(4-Fluorophenyl)-2-methyl-5-oxo-Pentyl]carbamate